1,1-bis(tert-butylperoxyisopropyl)benzene C(C)(C)(C)OOC(C)(C)C1(CC=CC=C1)C(C)(C)OOC(C)(C)C